N1CC(CCC1)CNC(OC(C)(C)C)=O tert-butyl (piperidin-3-ylmethyl)carbamate